ClC=1C=CC(=NC1OC1CCC1)C1=CC(=C(C(=C1)F)C(CCCC(=O)O)C)F 5-[4-(5-chloro-6-cyclobutoxy-pyridin-2-yl)-2,6-difluoro-phenyl]-hexanoic acid